(Z)-3-(2-((tert-butoxycarbonyl)amino)-3-methoxy-3-oxoprop-1-en-1-yl)-4-nitropyridine 1-oxide C(C)(C)(C)OC(=O)N\C(=C/C=1C=[N+](C=CC1[N+](=O)[O-])[O-])\C(=O)OC